N-(6-(2-chloro-5-fluorophenyl)-3-(3,3-difluoropropyl)-2-methyl-8-oxo-2,6,7,8-tetrahydropyrrolo[3,4-g]indazol-5-yl)-3-fluoro-5-(trifluoromethyl)benzamide ClC1=C(C=C(C=C1)F)C1NC(C2=C1C(=CC1=C(N(N=C21)C)CCC(F)F)NC(C2=CC(=CC(=C2)C(F)(F)F)F)=O)=O